4-(3-(azetidin-3-yl)-5-(trifluoromethyl)phenoxy)-2,5-difluoro-N-(1,2,4-thiadiazol-5-yl)benzenesulfonamide N1CC(C1)C=1C=C(OC2=CC(=C(C=C2F)S(=O)(=O)NC2=NC=NS2)F)C=C(C1)C(F)(F)F